NC1=NC(=CC(=N1)N1CCC2(C[C@H](NC2)C(=O)O)CC1)O[C@@H](C(F)(F)F)C1=C(C=C(C=C1)C1=CC=CC=C1)N1N=C(C=C1)C (S)-8-(2-amino-6-((R)-2,2,2-trifluoro-1-(3-(3-methyl-1H-pyrazol-1-yl)-[1,1'-biphenyl]-4-yl)ethoxy)pyrimidin-4-yl)-2,8-diazaspiro[4.5]decane-3-carboxylic acid